FC=1C(=C2C(=C(N(C2=CC1)CCCOC1=CC(=CC2=CC(=CC=C12)F)SCC1=CC=C(C=C1)OC)C(=O)OC)C)C=1C(=NN(C1C)C)CO Methyl 5-fluoro-1-(3-((6-fluoro-3-((4-methoxybenzyl)thio)naphthalen-1-yl)oxy)propyl)-4-(3-(hydroxymethyl)-1,5-dimethyl-1H-pyrazol-4-yl)-3-methyl-1H-indole-2-carboxylate